S1NN=CC=C1 thidiazin